lysine-monoamide N[C@@H](CCCCN)C(=O)N